N,N-bis(phenylethyl)oxalyl-diamine C1(=CC=CC=C1)CCN(C(C(=O)N)=O)CCC1=CC=CC=C1